2-benzyl-4,4-difluoro-N-(8-fluoro-3-quinolyl)-2-methyl-pentan-amide C(C1=CC=CC=C1)C(C(=O)NC=1C=NC2=C(C=CC=C2C1)F)(CC(C)(F)F)C